C1OCCN2C1CCC2 hexahydro-1H-pyrrolo[2,1-c][1,4]oxazine